FC=1C=C(C(N(C1CN1C=C2C=CC=CC2=C1)C)=O)C#CC1CC(N(CC1)C(=O)OC(C)(C)C)C tert-butyl 4-((5-fluoro-6-(isoindol-2-ylmethyl)-1-methyl-2-oxo-1,2-dihydropyridin-3-yl)ethynyl)-2-methylpiperidine-1-carboxylate